NC=1C2=C(N=CN1)N(C=C2C2=CC=C(C=C2)C(O)C2=CC=CC=C2)[C@@H]2CC[C@H](CC2)N2CCN(CC2)C (4-(4-amino-7-((trans)-4-(4-methylpiperazin-1-yl)cyclohexyl)-7H-pyrrolo[2,3-d]pyrimidin-5-yl)phenyl)(phenyl)methanol